CN1CCC(CC1)OCC12CC(C1)C2 3-(((1-methylpiperidin-4-yl)oxy)methyl)bicyclo[1.1.1]pentan